isobutyryl-2-methylpiperazin C(C(C)C)(=O)N1C(CNCC1)C